C(C1=CC=CC=C1)OC1=NC(=CC=C1C1=CC(=C(C=C1)N1CCN(CC1)C(=O)OC(C)(C)C)OC)OCC1=CC=CC=C1 tert-butyl 4-(4-(2,6-bis(benzyloxy)pyridin-3-yl)-2-methoxyphenyl)piperazine-1-carboxylate